FC=1C=C2C(=CNC2=CC1F)NC(C(=O)NCC1=CC(=CC=C1)N1CCCCC1)=O N1-(5,6-difluoro-1H-indol-3-yl)-N2-(3-(piperidin-1-yl)benzyl)oxalamide